[2-[4-[5-(dimethylamino)pentyl-[4-[2-(2-methyl octanoyloxy)-1-(2-methyloctanoyloxymethyl)ethoxy]-4-oxo-butyl]amino]butanoyloxy]-3-(2-methyloctanoyloxy)propyl] 2-methyloctanoate CC(C(=O)OCC(COC(C(CCCCCC)C)=O)OC(CCCN(CCCC(=O)OC(COC(C(CCCCCC)C)=O)COC(C(CCCCCC)C)=O)CCCCCN(C)C)=O)CCCCCC